[O-]S(=O)(=O)C(F)(F)F.C1(=CC=CC=C1)C(=C[S+]1CCCC1)C1=CC=C(C=C1)C(F)(F)F 1-(2-phenyl-2-(4-trifluoromethylphenyl)vinyl)tetrahydro-1H-thiophen-1-ium triflate